nickel-iron potassium manganate [Mn](=O)(=O)([O-])[O-].[K+].[Fe+2].[Ni+2]